(S)-8-chloro-6-(((1-(1-(difluoromethyl)cyclopropyl)-1H-1,2,3-triazol-4-yl)(2-ethylpyridin-3-yl)methyl)amino)-4-(neopentylamino)quinoline-3-carbonitrile ClC=1C=C(C=C2C(=C(C=NC12)C#N)NCC(C)(C)C)N[C@@H](C=1C(=NC=CC1)CC)C=1N=NN(C1)C1(CC1)C(F)F